2-chloro-6-ethyl-2-methylimidazo[2,1-b][1,3]thiazole-5-carboxylic acid ClC1(CN2C(S1)=NC(=C2C(=O)O)CC)C